2-(4-(4-hydroxy-3-isopropylbenzyl)-3,5-dimethylphenoxy)-N-(4-nitrophenyl)acetamide OC1=C(C=C(CC2=C(C=C(OCC(=O)NC3=CC=C(C=C3)[N+](=O)[O-])C=C2C)C)C=C1)C(C)C